2-((S)-1-Acryloyl-4-((R)-7-(2,3-dihydro-4H-benzo[b][1,4]oxazin-4-yl)-2-((S)-3-(dimethylamino)pyrrolidin-1-yl)-5,6,7,8-tetrahydroquinazolin-4-yl)piperazin-2-yl)acetonitrile C(C=C)(=O)N1[C@H](CN(CC1)C1=NC(=NC=2C[C@@H](CCC12)N1C2=C(OCC1)C=CC=C2)N2C[C@H](CC2)N(C)C)CC#N